CC=1C=C2C(=CC=NC2=CC1C)OC1=CC(=C(C(=C1)F)C(C(=O)NC1=CC=C(C=C1)F)=O)F (4-((6,7-dimethylquinolin-4-yl)oxy)-2,6-difluorophenyl)-N-(4-fluorophenyl)-2-oxoacetamide